3,4-di([1,1'-biphenyl]-4-yl)-2,5-bis(4'-amino-[1,1'-biphenyl]-4-yl)cyclopenta-2,4-dienone C1(=CC=C(C=C1)C1=C(C(C(=C1C1=CC=C(C=C1)C1=CC=CC=C1)C1=CC=C(C=C1)C1=CC=C(C=C1)N)=O)C1=CC=C(C=C1)C1=CC=C(C=C1)N)C1=CC=CC=C1